tri(dimethylsiloxy)phenylsilane C[SiH](O[Si](C1=CC=CC=C1)(O[SiH](C)C)O[SiH](C)C)C